ClC=1C=CC2=C([C@@H](C[C@@H](O2)C(=O)NC23[C@H](CC(CC2)(CC3)NC(CO[C@@H]3C[C@@H](C3)OC(F)(F)F)=O)O)O)C1 (2R,4R)-6-chloro-4-hydroxy-N-[(2S)-2-hydroxy-4-(2-{[cis-3-(trifluoromethoxy)cyclobutyl]oxy}acetamido)bicyclo[2.2.2]octan-1-yl]-3,4-dihydro-2H-1-benzopyran-2-carboxamide